2-(3-((1S,3S)-3-(methoxy-d3)-1-(4-methyl-4H-1,2,4-triazol-3-yl)cyclobutyl)phenyl)-6-(((1-methylcyclobutyl)amino)methyl)-4-(trifluoromethyl)isoindolin-1-one C(OC1CC(C1)(C1=NN=CN1C)C=1C=C(C=CC1)N1C(C2=CC(=CC(=C2C1)C(F)(F)F)CNC1(CCC1)C)=O)([2H])([2H])[2H]